CC1=CC=C(C=C1)S(=O)(=O)C=CC#N 3-[(4-Methylphenyl)sulfonyl]-2-propenenitrile